6-Chloro-5-ethoxy-3-(4-morpholinoanilino)pyrazine-2-carboxamide ClC1=C(N=C(C(=N1)C(=O)N)NC1=CC=C(C=C1)N1CCOCC1)OCC